F[C@@H]1C(NC(C[C@@H]1N1CCC2=C1N=NC(=C2)C=2C(=CC1=C(C=CC(O1)=O)C2)O)(C)C)(C)C 6-{7-[(3S,4S)-3-fluoro-2,2,6,6-tetramethylpiperidin-4-yl]-6,7-dihydro-5H-pyrrolo[2,3-c]pyridazin-3-yl}-7-hydroxy-2H-1-benzopyran-2-one